5-(2-Isopropyl-4,5-dimethoxy-phenoxy)-N2-(2,2,2-trifluoro-ethyl)-pyrimidine-2,4-diamine C(C)(C)C1=C(OC=2C(=NC(=NC2)NCC(F)(F)F)N)C=C(C(=C1)OC)OC